3-(2-morpholino-9-phenyl-9H-purin-6-yl)pyrrolidine-1-carboxylic acid tert-butyl ester C(C)(C)(C)OC(=O)N1CC(CC1)C1=C2N=CN(C2=NC(=N1)N1CCOCC1)C1=CC=CC=C1